(1R,4R)-4-(((2-oxo-4-(o-tolyl)-2H-chromen-7-yl)methyl)carbamoyl)cyclohexane-1-carboxylate O=C1OC2=CC(=CC=C2C(=C1)C1=C(C=CC=C1)C)CNC(=O)C1CCC(CC1)C(=O)[O-]